4-((4-(4-methylpiperazine-1-carbonyl)benzyl)oxy)phenyl sulfurofluoridate S(OC1=CC=C(C=C1)OCC1=CC=C(C=C1)C(=O)N1CCN(CC1)C)(=O)(=O)F